(S)-2-Chloro-4-(3-methyl-8-(4-(piperazine-1-carbonyl)phenyl)-2,8-diazaspiro[4.5]decan-2-yl)benzonitrile hydrochloride Cl.ClC1=C(C#N)C=CC(=C1)N1CC2(C[C@@H]1C)CCN(CC2)C2=CC=C(C=C2)C(=O)N2CCNCC2